COC1=CC=C(CN(CC(CO)O)CC2=CC=C(C=C2)OC)C=C1 3-(bis(4-methoxybenzyl)amino)propane-1,2-diol